3-(1-oxo-5-((piperidin-4-ylmethyl)amino)isoindolin-2-yl)piperidine-2,6-dione O=C1N(CC2=CC(=CC=C12)NCC1CCNCC1)C1C(NC(CC1)=O)=O